(6aR,7R,10aS)-4-(2-fluorophenyl)-2-(2-isopropylquinolin-4-yl)-7,10a-dimethyl-8-oxo-5,6,6a,7,8,10a-hexahydrobenzo[h]quinazoline-9-carbonitrile FC1=C(C=CC=C1)C1=NC(=NC=2[C@]3([C@H](CCC12)[C@H](C(C(=C3)C#N)=O)C)C)C3=CC(=NC1=CC=CC=C31)C(C)C